C(C)(C)(C)OC(=O)N1[C@@H](CN(CC1)S(=O)(=O)C1=C(C=CC=C1)C(F)(F)F)C(=O)O (S)-1-tert-butoxycarbonyl-4-((2-(trifluoromethyl)phenyl)sulfonyl)piperazine-2-carboxylic acid